5-[3-(3-fluoropyridin-2-yl)pyrrolidine-1-carbonyl]-6-methyl-N-(1-methylcyclopropyl)furo[2,3-d]pyrimidin-4-amine FC=1C(=NC=CC1)C1CN(CC1)C(=O)C1=C(OC=2N=CN=C(C21)NC2(CC2)C)C